(4-bromo-2,6-dimethyl-phenyl)-ethyl-imino-oxa-5-methoxy-1-naphthoyl chloride BrC1=CC(=C(C(=C1)C)C1=C(C(C(C2=CC=CC(=C12)OO)C(=O)Cl)=N)CC)C